tert-Butyl-4-hydroxycyclohexyl (2E)-but-2-enedioate C(\C=C\C(=O)[O-])(=O)OC1(CCC(CC1)O)C(C)(C)C